OC1=C(OC2=CC(=CC(=C2C1=O)OC)OC)C1=CC(=C(C(=C1)OC)OC)OC 3-hydroxy-5,7-dimethoxy-2-(3',4',5'-trimethoxyphenyl)-4H-chromen-4-one